FC(OC1=C(C=CC=C1)B(O)O)F difluoromethoxyphenylboronic acid